C(C)(C)(C)C1=CC=C(C(=O)O)C=C1 p-(t-butyl)benzoic acid